2-((1,6-dimethyl-1H-indol-2-yl)methyl)-5-phenyl-2,7-naphthyridin-1(2H)-one CN1C(=CC2=CC=C(C=C12)C)CN1C(C2=CN=CC(=C2C=C1)C1=CC=CC=C1)=O